2,2'-methylene-bis-(6-(1-methyl-cyclohexyl)-p-cresol) C(C1=CC(=CC(=C1O)C1(CCCCC1)C)C)C1=CC(=CC(=C1O)C1(CCCCC1)C)C